5-(2,2,2-trifluoroethoxy)pyridine-2-amine FC(COC=1C=CC(=NC1)N)(F)F